C(CCC)NC1CS(=O)(=O)CC1 N-butyl-3-sulfolanylamine